hexane-1,6-diyl (10E,10'E)-bis(9-(hydroxymethyl)octadec-10-enoate) OCC(CCCCCCCC(=O)OCCCCCCOC(CCCCCCCC(C=CCCCCCCC)CO)=O)\C=C\CCCCCCC